5-(3-amino-2-fluorobenzyl)-3,4-difluoro-2-((2-fluoro-4-iodophenyl)amino)benzoate NC=1C(=C(CC=2C(=C(C(=C(C(=O)[O-])C2)NC2=C(C=C(C=C2)I)F)F)F)C=CC1)F